tert-butyl 4-(1,6-dihydroxy-octahydro-1H-isoquinolin-2-yl)piperidine-1-carboxylate OC1N(CCC2CC(CCC12)O)C1CCN(CC1)C(=O)OC(C)(C)C